methyl α-carbonylmethoxycinnamate C(=O)=COC(C(=O)OC)=CC1=CC=CC=C1